CC1=CC=2N(N=C1N1CC=3C=C(C=NC3CC1)NC=1C=NC=CC1C)C(C=CN2)=O 8-methyl-7-(3-((4-methylpyridin-3-yl)amino)-7,8-dihydro-1,6-naphthyridin-6(5H)-yl)-4H-pyrimido[1,2-b]pyridazin-4-one